6-fluoro-7-[(3S)-3-hydroxypyrrolidin-1-yl]-4-oxo-N-[1-(trifluoromethoxy)but-2-yl]-1-(2,4,6-trifluorophenyl)-1,4-dihydro-1,8-naphthyridine-3-carboxamide FC=1C=C2C(C(=CN(C2=NC1N1C[C@H](CC1)O)C1=C(C=C(C=C1F)F)F)C(=O)NC(COC(F)(F)F)CC)=O